[Cl-].C1=CC(O)=C2C=3[C@@]45[C@@H](O2)[C@@H](O)C=C[C@H]4[C@@H](CC13)N(C)CC5 morphine chloride salt